tert-butyl (3S,5S)-3-{[(2-{5-[(3-ethoxypyridin-2-yl)oxy]pyridin-3-yl}pyrimidin-5-yl)carbonyl]amino}-5-fluoropiperidine-1-carboxylate C(C)OC=1C(=NC=CC1)OC=1C=C(C=NC1)C1=NC=C(C=N1)C(=O)N[C@@H]1CN(C[C@H](C1)F)C(=O)OC(C)(C)C